NC1=C2C(=NC=N1)N(N=C2C2=CC=C(C=C2)OC2=CC=CC=C2)C2CN(CC2)CCCCC(=O)N2CCN(CC2)C(C[NH-])C2=C1C(N(C(C1=CC=C2)=O)C2ONOCC2)=O 2-(4-(5-(3-(4-amino-3-(4-phenoxyphenyl)-1H-pyrazolo[3,4-d]pyrimidin-1-yl)pyrrolidin-1-yl)pentanoyl)piperazin-1-yl)-N-(2-(2,6-dioxapiperidin-3-yl)-1,3-dioxoisoindol-4-yl)ethyl-Amide